OC1CC(OCC1NC(=O)N)C(=O)O 4-hydroxy-5-ureidotetrahydro-2H-pyran-2-carboxylic acid